2-[4-[(E)-3-(3-Methoxyphenyl)prop-2-enoyl]phenoxy]propanoic acid COC=1C=C(C=CC1)/C=C/C(=O)C1=CC=C(OC(C(=O)O)C)C=C1